1,1,1,3,3,3-hexafluoropropan-2-yl (+)-1-((1-methyl-1H-pyrazol-5-yl)carbamoyl)-6-azaspiro[2.5]octane-6-carboxylate CN1N=CC=C1NC(=O)C1CC12CCN(CC2)C(=O)OC(C(F)(F)F)C(F)(F)F